(E)-1-(2-Fluoro-4-methoxyphenyl)-3-(3-hydroxy-4-methoxyphenyl)prop-2-en-1-one FC1=C(C=CC(=C1)OC)C(\C=C\C1=CC(=C(C=C1)OC)O)=O